ClC1=NC=C(C=N1)C(F)F 2-chloro-5-(difluoromethyl)pyrimidine